ClC=1C(=NC=CC1C1=CC=NC=C1)N chloro-[4,4'-bipyridine]-2-amine